C(C)OC(=O)C1CCC(CC1)C1=CC(=C(C(=O)O)C=C1)OC 4-(4-(ethoxycarbonyl)cyclohexyl)-2-methoxybenzoic acid